CC1=CC=C(C=C1)N1N=CC(=C1)CC(=O)NC=1SC(=CN1)C(F)(F)F 2-[1-(4-methylphenyl)-1H-pyrazol-4-yl]-N-[5-(trifluoromethyl)-1,3-thiazol-2-yl]acetamide